C(C)(=O)N1CCC(CC1)NC1=NC=C(C(=N1)C=1C=C(C=CC1)N1C(OCCC1)=O)F 3-[3-[2-[(1-acetyl-4-piperidyl)amino]-5-fluoro-pyrimidin-4-yl]phenyl]-1,3-oxazinan-2-one